N-phenylnicotinamide C1=CC=C(C=C1)NC(=O)C2=CN=CC=C2